ClC=1C(=NN(C1NC(=O)N[C@@H]1CN(C[C@H]1C1=CC(=CC(=C1)F)F)CCOC)C1=CC=CC=C1)OCC(C)(C)O 1-(4-chloro-3-(2-hydroxy-2-methylpropoxy)-1-phenyl-1H-pyrazol-5-yl)-3-((3S,4R)-4-(3,5-difluorophenyl)-1-(2-methoxyethyl)pyrrolidin-3-yl)urea